bromo-5-chloro-4-cyclopropyl-phenol BrC1=C(C=C(C(=C1)C1CC1)Cl)O